ClC1=C(C=C2C(=CN=CC2=C1)N)F 7-Chloro-6-fluoroisoquinolin-4-amine